C1(CC1)NC(C(C(C[C@H]1C(NCC1)=O)NC([C@H](CC(C)(C)C)NC(C[C@@H](CC)C1=CC=C(C=C1)OC)=O)=O)=O)=O (2S)-N-(4-(cyclopropylamino)-3,4-dioxo-1-((S)-2-oxopyrrolidin-3-yl)butan-2-yl)-2-((R)-3-(4-methoxyphenyl)pentanamido)-4,4-dimethylpentanamide